N-(3-((4-fluorophenyl)sulfonylamino)-4-hydroxyphenyl)-3'-(trifluoromethoxy)-[1,1'-biphenyl]-4-carboxamide FC1=CC=C(C=C1)S(=O)(=O)NC=1C=C(C=CC1O)NC(=O)C1=CC=C(C=C1)C1=CC(=CC=C1)OC(F)(F)F